imidazolinyl-dithiopropane sodium [Na].N1(C=NCC1)SSCCC